C(C1=CC=CC=C1)OC(=O)N[C@@H]1C[C@H]([C@](CC1)(C)NC(OC(C)(C)C)=O)O[Si](C)(C)C(C)(C)C tert-Butyl N-[(1R,2R,4S)-4-(benzyloxycarbonylamino)-2-[tert-butyl(dimethyl)silyl]oxy-1-methyl-cyclohexyl]carbamate